(2s,3r)-methyl-3-phenyl-1,4-dioxaspiro[4.5]decan-2-carboxylate COC(=O)[C@H]1OC2(O[C@@H]1C1=CC=CC=C1)CCCCC2